6-(4-(1-hydroxy-2-methylpropyl)pyridin-2-yl)-3,4-dihydroquinolin-2(1H)-one OC(C(C)C)C1=CC(=NC=C1)C=1C=C2CCC(NC2=CC1)=O